C(C)(C)(C)OC(=O)N1CCC2(CC(C2)NC=2C=CC=3N(N2)C(=CN3)C3=CC(=CC=C3)C(F)(F)F)CC1 2-[[3-[3-(trifluoromethyl)phenyl]imidazo[1,2-b]pyridazin-6-yl]amino]-7-azaspiro[3.5]nonane-7-Carboxylic acid tert-butyl ester